(S)-N-(4-bromo-3-methylbenzyl)-4-(2-(4-(trifluoromethyl)phenyl)-2H-pyrazolo[3,4-d]pyrimidin-4-yl)piperazine-2-carboxamide BrC1=C(C=C(CNC(=O)[C@H]2NCCN(C2)C=2C=3C(N=CN2)=NN(C3)C3=CC=C(C=C3)C(F)(F)F)C=C1)C